FC1=C(C=CC(=C1F)OC1=CC=NC2=CC(=C(C=C12)OC)OCCNC)NC(=O)C=1C=NC=CC1OCCC N-[2,3-difluoro-4-({6-methoxy-7-[2-(methylamino)ethoxy]quinolin-4-yl}oxy)phenyl]-4-propoxypyridine-3-carboxamide